tridecane-2,3-diol CC(C(CCCCCCCCCC)O)O